p-chlorodichlorobenzene ClC1=CC(=C(C=C1)Cl)Cl